2-[[3-cyano-6-methoxy-7-(3-methoxypropoxy)-4-quinolyl]amino]benzoic acid C(#N)C=1C=NC2=CC(=C(C=C2C1NC1=C(C(=O)O)C=CC=C1)OC)OCCCOC